BrC1=CC=C(C(=N1)OCC1=CC=C(C=C1)F)F 6-bromo-3-fluoro-2-[(4-fluorophenyl)methoxy]pyridine